C(C1=CC=CC=C1)N1C[C@@H](CCC1)N(C(OC(C)(C)C)=O)CC1CC1 tert-butyl (R)-(1-benzylpiperidin-3-yl)(cyclopropylmethyl)carbamate